4-[[2-(5-Chloro-2-hydroxy-phenyl)acetyl]amino]-N-[(1-hydroxycyclobutyl)methyl]pyridine-2-carboxamide ClC=1C=CC(=C(C1)CC(=O)NC1=CC(=NC=C1)C(=O)NCC1(CCC1)O)O